(4-cyano-2-hydroxyphenyl)boronic acid C(#N)C1=CC(=C(C=C1)B(O)O)O